(2S,5R)-2-(N-Neopentylcarbamimidoyl)-7-oxo-1,6-diazabicyclo[3.2.1]octan-6-yl hydrogen sulfate S(=O)(=O)(ON1[C@@H]2CC[C@H](N(C1=O)C2)C(NCC(C)(C)C)=N)O